C(#N)[C@H](C[C@@H]1C(NCC1)=O)NC(=O)[C@@H]1N([C@H]2CC([C@@H]1CC2)(F)F)C(=O)C=2NC1=CC=CC(=C1C2)OC (1R,3R,4R)-N-((S)-1-cyano-2-((R)-2-oxopyrrolidin-3-yl)ethyl)-5,5-difluoro-2-(4-methoxy-1H-indole-2-carbonyl)-2-azabicyclo[2.2.2]octane-3-carboxamide